3-(4-fluorophenyl)-4-oxo-1-((tetrahydro-2H-pyran-4-yl)methyl)-1,4-dihydropyridine-2,5-dicarboxamide FC1=CC=C(C=C1)C1=C(N(C=C(C1=O)C(=O)N)CC1CCOCC1)C(=O)N